5-(4-(3-cyclopropylprop-1-ynyl)phenoxy)-1H-1,2,3-triazole-4-carboxylic acid C1(CC1)CC#CC1=CC=C(OC2=C(N=NN2)C(=O)O)C=C1